NC=1C(NC2=CC(=NC(=C2C1C1=C2C=NNC2=C(C=C1)F)OC(F)F)C1CC1)=O 3-Amino-7-cyclopropyl-5-(difluoromethoxy)-4-(7-fluoro-1H-indazol-4-yl)-1H-1,6-naphthyridin-2-one